FC=1C=C(C=NC1)C1=CC(=[N+](C=C1)[O-])C(N(C)C1=CC=C(C=C1)F)=O 5-fluoro-2'-((4-fluorophenyl)(methyl)carbamoyl)-[3,4'-bipyridine]-1'-oxide